C(OOOC(C)(C)CC(C)(C)C)(OCC(CCCC)CC)=O t-octylperoxy 2-ethylhexyl monocarbonate